2-((6-chloro-7-methyl-1H-imidazo[4,5-c]pyridin-2-yl)thio)-N-(4-fluoro-3-hydroxyphenyl)acetamide ClC1=C(C2=C(C=N1)N=C(N2)SCC(=O)NC2=CC(=C(C=C2)F)O)C